C(C1=CC=CC=C1)C1=C([N+](=C2N(C1=O)C=CC=C2)CC=CC2=CC=CC=C2)O 3-benzyl-1-cinnamyl-4-oxo-4H-pyrido[1,2-a]pyrimidin-1-ium-2-ol